2-[4-[[1-isopropyl-3-piperidyl]amino]phthalazin-1-yl]-5-methylsulfonyl-phenol C(C)(C)N1CC(CCC1)NC1=NN=C(C2=CC=CC=C12)C1=C(C=C(C=C1)S(=O)(=O)C)O